N-methyl-3-propylimidazole chloride [Cl-].CN1CN(C=C1)CCC